C1(=CC=CC=C1)P(C1=CC=CC=C1)PC1=CC=CC=C1 diphenylphosphino-phenyl-phosphine